(3S)-3-amino-3-[3-(benzyloxycarbonylamino)-2-chlorophenyl]butanoic acid methyl ester COC(C[C@@](C)(C1=C(C(=CC=C1)NC(=O)OCC1=CC=CC=C1)Cl)N)=O